CC1=C(C=CC(=C1)C)S(=O)(=O)N1C=C(C2=CC(=CC=C12)N1CCOCC1)/C=C/C(=O)C1=CC=NC=C1 (E)-3-(1-((2,4-dimethylphenyl)sulfonyl)-5-morpholino-1H-indol-3-yl)-1-(pyridin-4-yl)prop-2-en-1-one